ClC1=C(C=C(C=C1)C=1C=NN(C1)C1=C(C(=NN1C)OS(=O)(=O)C(C(F)(F)F)(C(F)(F)F)F)C(F)(F)F)C(N(C(=O)OC)C1(CC1)C#N)=O [5-[4-[4-chloro-3-[(1-cyanocyclopropyl)-methoxycarbonyl-carbamoyl]phenyl]pyrazol-1-yl]-1-methyl-4-(trifluoromethyl)pyrazol-3-yl]1,1,1,2,3,3,3-heptafluoropropane-2-sulfonate